FC1(NC(C2=CC=C(C=C12)NC1=NC=C(C(=N1)N[C@H](CO)C1=CC=CC=C1)C=1OC(=NN1)C1=NC=CC=C1)=O)F (S)-3,3-difluoro-5-((4-((2-hydroxy-1-phenylethyl)amino)-5-(5-(pyridin-2-yl)-1,3,4-oxadiazol-2-yl)pyrimidin-2-yl)amino)isoindolin-1-one